N-(3-(2'-fluoro-3'-(trifluoromethyl)-[1,1'-biphenyl]-4-yl)propyl)-1,3-dimethyl-1H-pyrazole-5-carboxamide FC1=C(C=CC=C1C(F)(F)F)C1=CC=C(C=C1)CCCNC(=O)C1=CC(=NN1C)C